NC1=C(C(=NC=C1C(=O)N1[C@@H]2CCN([C@@H]2C1)C(=O)OC(C)(C)C)Cl)F tert-butyl (1R,5R)-6-(4-amino-6-chloro-5-fluoronicotinoyl)-2,6-diazabicyclo[3.2.0]heptane-2-carboxylate